2,3,5-triiodobenzamide acrylate C(C=C)(=O)O.IC1=C(C(=O)N)C=C(C=C1I)I